(2S)-N-tert-butyl-3-[(tert-butyldimethylsilyl)oxy]-2-(6-{5-chloro-2-[(oxa-cyclohex-4-yl)amino]pyrimidin-4-yl}-1-oxo-2,3-dihydro-1H-isoindol-2-yl)-N-methylpropanamide C(C)(C)(C)N(C([C@H](CO[Si](C)(C)C(C)(C)C)N1C(C2=CC(=CC=C2C1)C1=NC(=NC=C1Cl)NC1CCOCC1)=O)=O)C